benzyl (3S,4S)-3-[[2-[6-[(1R)-1-aminoethyl]-1-pent-4-enyl-pyrrolo[2,3-b]pyridin-2-yl]-7-methoxy-1-methyl-benzimidazole-5-carbonyl]amino]-4-fluoro-piperidine-1-carboxylate N[C@H](C)C1=CC=C2C(=N1)N(C(=C2)C2=NC1=C(N2C)C(=CC(=C1)C(=O)N[C@H]1CN(CC[C@@H]1F)C(=O)OCC1=CC=CC=C1)OC)CCCC=C